ClC1=C(C(=O)N2C[C@H]([C@H](CC2)C(=O)OCC)C)C=CC(=C1CN1C=C(C2=CC(=CC(=C12)C)C(F)(F)F)C)Cl (3S,4S)-ethyl 1-(2,4-dichloro-3-((3,7-dimethyl-5-(trifluoromethyl)-1H-indol-1-yl)methyl)benzoyl)-3-methylpiperidine-4-carboxylate